6-(2-cyclopropyl-4-methoxy-phenyl)-N'-[4-[tert-butyl(dimethyl)silyl]oxy-2-ethyl-phenyl]-4-[[(3S)-tetrahydrofuran-3-yl]amino]pyrrolo[1,2-b]pyridazine-3-carboxamidine C1(CC1)C1=C(C=CC(=C1)OC)C=1C=C2N(N=CC(=C2N[C@@H]2COCC2)C(=NC2=C(C=C(C=C2)O[Si](C)(C)C(C)(C)C)CC)N)C1